4-fluoro-5-(6-(methoxy-d3)pyridazin-4-yl)phenol FC1=CC=C(C=C1C1=CN=NC(=C1)OC([2H])([2H])[2H])O